4-((4,6-Bis(octylthio)-1,3,5-triazin-2-yl)amino)-2,6-di-tertbutylphenol C(CCCCCCC)SC1=NC(=NC(=N1)SCCCCCCCC)NC1=CC(=C(C(=C1)C(C)(C)C)O)C(C)(C)C